N-phenyl-9,9-dimethyl-10-phenyl-9,10-dihydro-acridin-2-amine C1(=CC=CC=C1)NC1=CC=2C(C3=CC=CC=C3N(C2C=C1)C1=CC=CC=C1)(C)C